6-(3,6-diazabicyclo[3.1.1]heptane-3-yl)-2-(2,6-dioxopiperidin-3-yl)-4-fluoroisoindoline C12CN(CC(N1)C2)C2=CC(=C1CN(CC1=C2)C2C(NC(CC2)=O)=O)F